C(C)(=O)N1CC(C1)C/C(/N)=N/O (Z)-2-(1-acetylazetidin-3-yl)-N'-hydroxyacetimidamide